tert-butyl 2-(3,6-dihydro-2H-pyran-4-yl)-8-oxo-4,5,6,8-tetrahydrospiro[cyclopenta[d][1,2,4]triazolo[1,5-a]pyrimidine-7,4'-piperidine]-1'-carboxylate O1CCC(=CC1)C1=NN2C(NC3=C(C2=O)C2(CCN(CC2)C(=O)OC(C)(C)C)CC3)=N1